OC1=C(C=C(CC2=C(C=C(OCC(=O)NC3=C(C=CC=C3)O)C=C2C)C)C=C1)C(C)C 2-(4-(4-hydroxy-3-isopropyl-benzyl)-3,5-dimethylphenoxyl)-N-(2-hydroxyphenyl)acetamide